Cl.N1=CC(=CC=C1)OCC(=O)NC1=CC=C(C=C1)N1C2=C(NC(CC1=O)=O)C1=CC=CC=C1C=C2 5-[4-[2-[(pyridin-3-yl)oxy]acetylamino]phenyl]-1H-naphtho[1,2-b][1,4]diazepine-2,4(3H,5h)-dione hydrochloride